5-((2-(trifluoromethyl)pyridin-4-yl)oxy)pyridin-3-amine FC(C1=NC=CC(=C1)OC=1C=C(C=NC1)N)(F)F